3-fluoro-2-hydroxy-5-(1-(3-(pyrrolidin-1-yl)phenyl)-1H-pyrazol-3-yl)benzaldehyde FC=1C(=C(C=O)C=C(C1)C1=NN(C=C1)C1=CC(=CC=C1)N1CCCC1)O